ClC1=C(C=NN(C1=O)COCC[Si](C)(C)C)OCC1CCCO1 5-[[(5-chloro-6-oxo-1-[[2-(trimethylsilyl)ethoxy]methyl]-1,6-dihydropyridazin-4-yl)oxy]methyl]oxolan